6-(2-(2,2-dimethylmorpholino)ethyl)-8-methyl-2-(4-(trifluoromethyl)pyridin-2-yl)quinazolin-4(3H)-one hydrochloride Cl.CC1(OCCN(C1)CCC=1C=C2C(NC(=NC2=C(C1)C)C1=NC=CC(=C1)C(F)(F)F)=O)C